6-(1H-pyrrolo[2,3-b]pyridin-5-yl)indolin-2-one N1C=CC=2C1=NC=C(C2)C2=CC=C1CC(NC1=C2)=O